2-azido-2,2-difluoro-1-(m-tolyl)ethane-1-one tert-butyl-{6-[({[(1-methyl-1H-tetrazol-5-yl)(phenyl)methylene]amino}oxy)methyl]pyridin-2-yl}carbamate C(C)(C)(C)N(C(O)=O)C1=NC(=CC=C1)CON=C(C1=CC=CC=C1)C1=NN=NN1C.N(=[N+]=[N-])C(C(=O)C=1C=C(C=CC1)C)(F)F